N-(3-(2-(azetidin-3-ylamino)-8,9-dihydroimidazo[1',2':1,6]pyrido[2,3-d]pyrimidin-6-yl)-4-methylphenyl)-4-(2-cyanoprop-2-yl)pyridineamide N1CC(C1)NC=1N=CC2=C(N1)N1C(C(=C2)C=2C=C(C=CC2C)NC(=O)C2=NC=CC(=C2)C(C)(C)C#N)=NCC1